4-(tert-butyldimethylsilyloxy)-1-(2-chlorophenyl)butane-1,2-diol [Si](C)(C)(C(C)(C)C)OCCC(C(O)C1=C(C=CC=C1)Cl)O